Benzyl-8-chloro-2-azabicyclo[5.1.0]octane-2-carboxylate C(C1=CC=CC=C1)OC(=O)N1C2C(C2CCCC1)Cl